N[C@H]1C[C@H](N(C1)C(=O)OCC1=CC=CC=C1)C(=O)OC (2S,4S)-1-Benzyl 2-methyl 4-aminopyrrolidine-1,2-dicarboxylate